C(C)N(CCCNC(C1=CC=C(C=C1)O)=O)CC N-(3-(diethylamino)propyl)-4-hydroxybenzamide